C(C)N1C(N(CC1)C)C 1-ethyl-2,3-dimethyl-imidazoline